C(=C)OCC1C(OC1)C 3-(vinyloxymethyl)-2-methyloxetane